ClC1=NC(=C(C(=N1)N1C[C@@H](N(CC1)C(=O)[O-])CC#N)[N+](=O)[O-])CC1(CCC2=CC=CC=C12)C(=O)OC (2S)-4-(2-Chloro-6-((1-(methoxycarbonyl)-2,3-dihydro-1H-inden-1-yl)methyl)-5-nitropyrimidin-4-yl)-2-(cyano Methyl)piperazine-1-carboxylate